adamantyl-di-n-propyl-phosphine C12(CC3CC(CC(C1)C3)C2)P(CCC)CCC